C(C)(=O)N1[C@@H](CN(CC1)C(C=C)=O)C1=CC(=NC(=C1)Cl)C1=CC(=NC(=N1)C)C(=O)NC (R)-6-(4-(1-acetyl-4-acryloylpiperazin-2-yl)-6-chloropyridin-2-yl)-N,2-dimethyl-pyrimidine-4-carboxamide